C(C=CC=CC=CC=CC=CC=CCCCCCCCCC)(=O)OCC(O)CO glyceryl monodocosahexaenoate